(1-Hydroxycyclopropyl)methanone OC1(CC1)C=O